N-(8'-(3-hydroxyazetidin-1-yl)-4'H-spiro[cyclopropane-1,5'-naphtho[2,1-d]isoxazol]-3'-yl)-2,4-dimethoxypyridine-3-sulfonamide OC1CN(C1)C1=CC=C2C3(CC=4C(=NOC4C2=C1)NS(=O)(=O)C=1C(=NC=CC1OC)OC)CC3